C(C=C)N1N(C2=NC(=NC=C2C1=O)S(=O)C)C1=CC=C2C(=N1)C(CC2)O 2-allyl-1-(7-hydroxy-6,7-dihydro-5H-cyclopenta[b]pyridin-2-yl)-6-(methylsulfinyl)-1,2-dihydro-3H-pyrazolo[3,4-d]pyrimidin-3-one